2-[(8aS)-10-acryloyl-6-chloro-8,8a,9,10,11,12-hexahydropyrazino[2',1':3,4][1,4]oxazepino[5,6,7-de]quinazolin-5-yl]-3-hydroxybenzonitrile C(C=C)(=O)N1C[C@H]2COC=3C4=C(N=CN=C4C=C(C3Cl)C3=C(C#N)C=CC=C3O)N2CC1